C(CCCCCCCCCCCC)[Si](OCC)(OCC)OCC tridecanyl-triethoxysilane